ClC1=C(C(=CC=C1Cl)O)[C@H]1C[C@H]2CC(CC(N2C1)=O)=O (2R,8aS)-2-(2,3-dichloro-6-hydroxyphenyl)-hexahydroindolizine-5,7-dione